4-(3-chloro-4-fluoroanilino)-7-methoxy-6-[3-(4-morpholinyl)propoxy]quinazoline ClC=1C=C(NC2=NC=NC3=CC(=C(C=C23)OCCCN2CCOCC2)OC)C=CC1F